methyl 2-[2-(tert-butoxycarbonylamino) ethyl]-3,4-dihydro-1H-isoquinoline-7-carboxylate C(C)(C)(C)OC(=O)NCCN1CC2=CC(=CC=C2CC1)C(=O)OC